ethyl-d5 (S)-6-diazo-2-((S)-2-(methoxy-d3)propanamido)-5-oxohexanoate [N+](=[N-])=CC(CC[C@@H](C(=O)OC(C([2H])([2H])[2H])([2H])[2H])NC([C@H](C)OC([2H])([2H])[2H])=O)=O